C(#N)C=1C=C(C=C2C(=CN(C12)C(=O)OC(C)(C)C)B1OC(C(O1)(C)C)(C)C)F tert-butyl 7-cyano-5-fluoro-3-(4,4,5,5-tetramethyl-1,3,2-dioxaborolan-2-yl)indole-1-carboxylate